methyl 5-((3,5-dichloro-4-(4-(3-fluoro-5-methoxybenzoylamino)-2,6-dimethylphenoxy) phenyl) amino)-5-oxopentanoate ClC=1C=C(C=C(C1OC1=C(C=C(C=C1C)NC(C1=CC(=CC(=C1)OC)F)=O)C)Cl)NC(CCCC(=O)OC)=O